4-(1-piperidyl)benzaldehyde N1(CCCCC1)C1=CC=C(C=O)C=C1